C1(CCCC1)N(C(=O)C1=C(C=C(C=C1F)C1=CC(=C(C=C1F)N1C[C@@H](N([C@@H](C1)C)C)C)NC(=O)C1=CNC(C=C1C(F)(F)F)=O)F)C N-(4'-(cyclopentyl-(methyl)carbamoyl)-3',5',6-trifluoro-4-((3S,5R)-3,4,5-trimethylpiperazin-1-yl)-[1,1'-biphenyl]-3-yl)-6-oxo-4-(trifluoromethyl)-1,6-dihydropyridine-3-carboxamide